1-((1R,5R)-6-(7-(8-chloro-7-fluoronaphthalen-1-yl)-2-((tetrahydro-1H-pyrrolizin-7a(5H)-yl)methoxy)quinazolin-4-yl)-2,6-diazabicyclo[3.2.0]hept-2-yl)prop-2-en-1-one ClC=1C(=CC=C2C=CC=C(C12)C1=CC=C2C(=NC(=NC2=C1)OCC12CCCN2CCC1)N1[C@@H]2CCN([C@@H]2C1)C(C=C)=O)F